2-[4-[(3-cyano-4-methyl-1H-indol-7-yl)sulfamoyl]pyrazol-1-yl]-2-methyl-propanamide C(#N)C1=CNC2=C(C=CC(=C12)C)NS(=O)(=O)C=1C=NN(C1)C(C(=O)N)(C)C